2-((6-methoxy-5-(trifluoromethyl)pyridin-3-yl)methoxy)isoindoline COC1=C(C=C(C=N1)CON1CC2=CC=CC=C2C1)C(F)(F)F